ClC=1C(=C(C(=CC1)N1N=CN=N1)C=CC(=O)NC(C(=O)NC1=CC=C(C(=O)NS(=O)(=O)C2CC2)C=C1)C1=CC=CC=C1)F 4-(2-(3-(3-chloro-2-fluoro-6-(2H-tetrazol-2-yl)phenyl)acrylamido)-2-phenylacetylamino)-N-(cyclopropylsulfonyl)benzamide